C(=C)C1=CC=C(C=C1)S(=O)(=O)[O-].OC(CN1C=[N+](C=C1)CC1=CC=C(C=C1)C=C)COCCCC 1-(2-hydroxy-3-(n-butoxy)-propan-1-yl)-3-(4-vinylbenzyl)-1H-imidazolium 4-vinylbenzenesulfonate